4-bromo-3-cyclopropoxypyridine BrC1=C(C=NC=C1)OC1CC1